Diethyl (E)-(2-(2-tosylhydrazineylidene)ethyl)phosphonate S(=O)(=O)(C1=CC=C(C)C=C1)N\N=C\CP(OCC)(OCC)=O